C(C)(C)(C)OC(=O)N1CCC(CC1)(CN1C=NC2=CC(=CC=C2C1=O)OCCN1CCN(CC1)C)O 4-Hydroxy-4-((7-(2-(4-methylpiperazin-1-yl)ethoxy)-4-oxoquinazolin-3(4H)-yl)methyl)piperidine-1-carboxylic acid tert-butyl ester